[N+](#[C-])\C=C/C1=C(C=CC(=C1)OC)OC (Z)-2-(Isocyanovinyl)-1,4-dimethoxybenzene